C(C)OC=1C=C(OCCN(C(OC(C)(C)C)=O)C)C=CC1C=O tert-butyl (2-(3-ethoxy-4-formylphenoxy)ethyl)(methyl)carbamate